O1COC2=C1C=CC(=C2)CCN2[C@@H]([C@H]([C@@H]([C@H](C2)O)O)O)C (2R,3R,4R,5S)-1-(2-(benzo[d][1,3]dioxol-5-yl)ethyl)-2-methylpiperidine-3,4,5-triol